4,4'-bis-(6-hydroxyhexyloxy)biphenyl OCCCCCCOC1=CC=C(C=C1)C1=CC=C(C=C1)OCCCCCCO